butyl-cresol C(CCC)C1=C(C(=CC=C1)O)C